C1(CCCCC1)P(C=CCCP(C1CCCCC1)C1CCCCC1)C1CCCCC1 1,4-bis(dicyclohexylphosphino)butaneN